(1S)-3-chloro-2-oxo-1-{[(3S)-2-oxopyrrolidin-3-yl]methyl}propyl-L-leucinamide ClCC([C@H](C[C@H]1C(NCC1)=O)N[C@@H](CC(C)C)C(=O)N)=O